C(C)(C)(C)OC(N(CC(C)C)CC(CC1=C(C(=C(C=C1Br)OCC1=CC=CC=C1)N)F)O)=O {3-[3-amino-4-(benzyloxy)-6-bromo-2-fluorophenyl]-2-hydroxypropyl}(2-methylpropyl)carbamic acid tert-butyl ester